1-(4-methoxythieno[2',3':5,6]benzo[1,2-d]isoxazol-7-yl)ethan-1-one COC1=CC2=C(C=3C=NOC31)C=C(S2)C(C)=O